P(=O)(O)(O)OC1=CC=CC=C1 phosphonophenol